BrC=1C=C(C=CC1F)N1C(=NOC1=O)C1=NON=C1NCCSC 4-(3-bromo-4-fluorophenyl)-3-(4-((2-(methylthio)ethyl)amino)-1,2,5-oxadiazol-3-yl)-1,2,4-oxadiazol-5(4H)-one